ethyl lactate hexyl-acetate C(CCCCC)OC(C)=O.C(C(O)C)(=O)OCC